[Sn].[Ge].[Si].[B] boron silicon germanium tin